2-[[3-(6-chloropyrimidin-4-yl)-6-fluoro-5-(1-methylcyclopropoxy)indazol-2-yl]methoxy]ethyl-trimethyl-silane ClC1=CC(=NC=N1)C=1N(N=C2C=C(C(=CC12)OC1(CC1)C)F)COCC[Si](C)(C)C